(R)-tert-butyl 8-methyl-4-((1-(2-methyl-3-(trifluoromethyl)phenyl)ethyl)amino)-1H-imidazo[1,2-a]pyrrolo[3,4-e]pyrimidine-2(3H)-carboxylate CC1=CN=C2N1C1=C(C(=N2)N[C@H](C)C2=C(C(=CC=C2)C(F)(F)F)C)CN(C1)C(=O)OC(C)(C)C